5H-imidazo[4,5-c]pyridin N=1C=NC2=CNC=CC21